2-ethyl-1,1,3,3-tetramethylisouronium hydroxide [OH-].C(C)OC(N(C)C)=[N+](C)C